6-amino-5-(2,3-dichlorophenyl)-N-(piperidin-3-yl)pyrazine-2-carboxamide NC1=C(N=CC(=N1)C(=O)NC1CNCCC1)C1=C(C(=CC=C1)Cl)Cl